5-methyl-4-nitro-1-tetrahydropyran-2-yl-indazole CC=1C(=C2C=NN(C2=CC1)C1OCCCC1)[N+](=O)[O-]